[N+](=O)([O-])C=1C=C(C=CC1)C=1C=C2C=CC(=NC2=CC1)N1CCC(CC1)C(=O)O 1-(6-(3-nitrophenyl)quinolin-2-yl)piperidine-4-carboxylic acid